4-amino-N'-(cyclopropanecarbonyl)-N-(4-(difluoromethyl)-2-fluorobenzyl)-N',1-dimethyl-1H-pyrazolo[4,3-c]quinoline-8-carbohydrazide NC1=NC=2C=CC(=CC2C2=C1C=NN2C)C(=O)N(N(C)C(=O)C2CC2)CC2=C(C=C(C=C2)C(F)F)F